NC1CC(N(C1)C1=CC=C(C=C1)N1C=NC(=C1)NC=1N=CC(=NC1)C#N)C 5-((1-(4-(4-Amino-2-methylpyrrolidin-1-yl)phenyl)-1H-imidazol-4-yl)amino)pyrazine-2-carbonitrile